[2-[3-(3-Fluoroazetidin-1-yl)phenyl]-2-methoxy-acetyl]lithium FC1CN(C1)C=1C=C(C=CC1)C(C(=O)[Li])OC